N1=CC(=CC=C1)CCC1=C(C=C(C=C1)O)O 4-(2-(pyridin-3-yl)ethyl)benzene-1,3-diol